C[Si](NC(C(C(Cl)Cl)(F)F)=O)(C)C N-(trimethylsilyl)-3,3-dichloro-2,2-difluoropropionamide